(2S,3S,4R,5R)-5-[4-amino-5-(oxolan-2-yl)-7H-pyrrolo[2,3-d]pyrimidin-7-yl]-3,4-dihydroxy-N-(1-methylpiperidin-4-yl)oxolane-2-carboxamide NC=1C2=C(N=CN1)N(C=C2C2OCCC2)[C@H]2[C@@H]([C@@H]([C@H](O2)C(=O)NC2CCN(CC2)C)O)O